ClC1=NN2C(N=C(C=C2)N2[C@H](CC(C2)=O)C2=C(C=CC(=C2)F)F)=C1NC(=O)NC1CC1 (R)-1-(2-chloro-5-(2-(2,5-difluorophenyl)-4-oxopyrrolidin-1-yl)pyrazolo[1,5-a]pyrimidin-3-yl)-3-cyclopropylurea